6-(3-(((1R,2S,3S,5R)-6,6-difluoro-2-methoxy-8-azabicyclo[3.2.1]octan-3-yl)(methyl)amino)-1,2,4-triazin-6-yl)isoquinolin-7-ol FC1([C@H]2C[C@@H]([C@H]([C@@H](C1)N2)OC)N(C=2N=NC(=CN2)C=2C=C1C=CN=CC1=CC2O)C)F